3-(4-((1R,5S)-3,8-diazabicyclo[3.2.1]octan-3-yl)-5,6,7-trifluoro-1-oxoisoindolin-2-yl)piperidine-2,6-dione [C@H]12CN(C[C@H](CC1)N2)C2=C1CN(C(C1=C(C(=C2F)F)F)=O)C2C(NC(CC2)=O)=O